C1(=CC=CC=C1)N1N=NN=C1C1=C(C(=O)N)C=CC=C1C(=O)N (1-phenyl-1H-tetrazol-5-yl)isophthalamide